FC(C=1C=CC(=NC1)O[C@@H]1C[C@@H]2CN([C@H]1CC2)C=O)(F)F ((1S,4R,6R)-6-((5-(trifluoromethyl)pyridin-2-yl)oxy)-2-azabicyclo[2.2.2]oct-2-yl)methanone